CN(C(CN1N=C(C=C1)N\C(\C)=C\1/C(NC2=CN=C(C=C21)C=2C=NC=CC2C)=O)=O)C (Z)-N,N-Dimethyl-2-(3-((1-(5-(4-methylpyridin-3-yl)-2-oxo-1H-pyrrolo[2,3-c]pyridin-3(2H)-ylidene)ethyl)amino)-1H-pyrazol-1-yl)acetamide